5-(2-(((3R,4R)-1-acetyl-3-hydroxypiperidin-4-yl)amino)-2-oxoacetyl)-N-(4-fluoro-3-methylphenyl)-1,2,4-trimethyl-1H-pyrrole-3-carboxamide C(C)(=O)N1C[C@H]([C@@H](CC1)NC(C(=O)C1=C(C(=C(N1C)C)C(=O)NC1=CC(=C(C=C1)F)C)C)=O)O